tert-Butyl (4-bromo-5,7-difluorobenzo[b]thiophen-2-yl)carbamate BrC1=C(C=C(C=2SC(=CC21)NC(OC(C)(C)C)=O)F)F